O1COC2=C1C=CC(=C2)N(C(=O)C=2C=C(C=CC2)N2N=CC=C2C)C 1-[3-[1,3-Benzodioxol-5-yl(methyl)carbamoyl]phenyl]-5-methylpyrazol